NC(=S)NC(=S)N 2,4-dithiobiuret